4-(5-(3-Amino-4-chloro-1-(2-hydroxy-2-methylpropyl)-1H-pyrazol-5-yl)-5-hydroxyoctahydropentalen-2-yl)-N-(3-chloro-4-fluorophenyl)-1-methyl-1H-imidazole-5-carboxamide NC1=NN(C(=C1Cl)C1(CC2CC(CC2C1)C=1N=CN(C1C(=O)NC1=CC(=C(C=C1)F)Cl)C)O)CC(C)(C)O